6,7-dichloro-1-tosyl-1H-indol-4-ol ClC=1C=C(C=2C=CN(C2C1Cl)S(=O)(=O)C1=CC=C(C)C=C1)O